6-oxa-2-azaspiro[3.4]octane acetate C(C)(=O)O.C1NCC12COCC2